FC(OC1=C(C=NC(=C1)C)NC(N(C1=C(C=CC=C1)C(C)C)C1CCN(CC1)C(=O)OC)=O)F methyl 4-(3-(4-(difluoromethoxy)-6-methylpyridin-3-yl)-1-(2-isopropylphenyl)ureido)piperidine-1-carboxylate